FC1=C(C(=CC=C1)OC)C1=CC(=NC=C1C(=O)NC=1SC(=NN1)OCC1=CC=C(C=C1)S(=O)(=N)C)C 4-(2-fluoro-6-methoxyphenyl)-6-methyl-N-(5-((4-(S-methylsulfonimidoyl)benzyl)oxy)-1,3,4-thiadiazol-2-yl)nicotinamide